NC1C2=CC=CC=C2CC12CCN(CC2)C=2NC(C1=C(N2)NN=C1C=1C=2N(CCC1)C=CN2)=O 6-(1-amino-1,3-dihydrospiro[indene-2,4'-piperidin]-1'-yl)-3-(5,6-dihydroimidazo[1,2-a]pyridin-8-yl)-1,5-dihydro-4H-pyrazolo[3,4-d]pyrimidin-4-one